4-((1-cyclopropyl-3-(tetrahydro-2H-pyran-2-yl)-1H-pyrazol-4-yl)oxy)pyridin-2-amine C1(CC1)N1N=C(C(=C1)OC1=CC(=NC=C1)N)C1OCCCC1